CN1C(=NC(=C1)C(F)(F)F)C1=CC=C(CC2=C(C(=CC=C2)N)N)C=C1 3-(4-(1-methyl-4-(trifluoromethyl)-1H-imidazol-2-yl)benzyl)benzene-1,2-diamine